BrC1=CC(=C2CN(C(C2=C1)=O)[C@@H](C(=O)OCC)C1=C2N(C=N1)CCC2)Cl |r| ethyl (2RS)-2-(6-bromo-4-chloro-1-oxo-isoindolin-2-yl)-2-(6,7-dihydro-5H-pyrrolo[1,2-c]imidazol-1-yl)acetate